6-(6-(1-methylcyclopropyl)imidazo[1,2-a]pyrazin-3-yl)-N-((3R,4S)-4-(trifluoromethyl)pyrrolidin-3-yl)pyridin-2-amine CC1(CC1)C=1N=CC=2N(C1)C(=CN2)C2=CC=CC(=N2)N[C@H]2CNC[C@@H]2C(F)(F)F